N1(C=NC2=C1C=CC=C2)C=2N=C(C1=C(N2)C=CC(=N1)C1=C(C=NN1C)C)N1[C@@H](COCC1)C (R)-4-(2-(1H-benzo[d]imidazol-1-yl)-6-(1,4-dimethyl-1H-pyrazol-5-yl)pyrido[3,2-d]pyrimidin-4-yl)-3-methylmorpholine